cyclopropyl-1H-pyrazole-3-sulfonamide C1(CC1)N1N=C(C=C1)S(=O)(=O)N